ClC1=C(C=CC(=C1O)Cl)C1=NN=C(S1)CN1C2(CC2)C(N(C1=O)CC(F)(F)F)=O 4-[[5-(2,4-dichloro-3-hydroxy-phenyl)-1,3,4-thiadiazol-2-yl]methyl]-6-(2,2,2-trifluoroethyl)-4,6-diazaspiro[2.4]heptane-5,7-dione